C1(CC1)[C@@H]([C@@H](C(=O)OC)N(C(=O)[C@@H]1[C@H](N(CC1)C(=O)OC(C)(C)C)CO)C)C tert-butyl (2S,3S)-3-{[(2S,3S)-3-cyclopropyl-1-methoxy-1-oxobutan-2-yl](methyl)carbamoyl}-2-(hydroxymethyl)pyrrolidine-1-carboxylate